C(COCCS)OCCS 2,2'-(ethylene-dioxy)diethanthiol